OC1CN(C1)C1=NN(C(C=C1)=O)C=1C=CC(=NC1)N[C@H]1C[C@H](CC1)CNC(=O)C1=CC(=NO1)C N-[[(1S,3R)-3-[[5-[3-(3-hydroxyazetidin-1-yl)-6-oxo-pyridazin-1-yl]-2-pyridyl]amino]cyclopentyl]methyl]-3-methyl-isoxazole-5-carboxamide